4-oxo-chromene-2-carboxamide O=C1C=C(OC2=CC=CC=C12)C(=O)N